21-linoleoyloxy-heneicosanoic acid C(CCCCCCC\C=C/C\C=C/CCCCC)(=O)OCCCCCCCCCCCCCCCCCCCCC(=O)O